4-(1-methylcyclopentyl)benzoyl chloride CC1(CCCC1)C1=CC=C(C(=O)Cl)C=C1